CC1=C(C(=CC=C1)C)N=C(N)C1=C(C=2N(N=C1)C=C(C2)C2=C(C=C(C=C2)OC)C)N[C@@H]2CC[C@H](CC2)NC(OC(C)(C)C)=O trans-tert-butyl N-[4-[[3-[N'-(2,6-dimethylphenyl)carbamimidoyl]-6-(4-methoxy-2-methyl-phenyl)pyrrolo[1,2-b]pyridazin-4-yl]amino]cyclohexyl]carbamate